4-(difluoromethyl)-3-methoxy-N-(6-methyl-5-(7-(methylamino)-1,6-naphthyridin-3-yl)pyridin-3-yl)picolinamide FC(C1=C(C(=NC=C1)C(=O)NC=1C=NC(=C(C1)C=1C=NC2=CC(=NC=C2C1)NC)C)OC)F